Cl.C(C1CN[C@@H]2[C@H](O1)CC=1C=C(C=CC12)C(F)(F)F)([2H])([2H])[2H] (4aS,9aR)-2-(methyl-d3)-7-(trifluoromethyl)-2,3,4,4a,9,9a-hexahydroindeno[2,1-b][1,4]oxazine hydrochloride